3-amino-8-fluoro-4-(7-fluoro-1H-indazol-4-yl)-5-methoxy-1H-1,6-naphthyridin-2-one NC=1C(NC2=C(C=NC(=C2C1C1=C2C=NNC2=C(C=C1)F)OC)F)=O